tert-butyl 3-(5-fluoro-1-oxo-1,2-dihydro-2,7-naphthyridin-3-yl)pyrrolidine-1-carboxylate FC1=C2C=C(NC(C2=CN=C1)=O)C1CN(CC1)C(=O)OC(C)(C)C